C(C)OC1=CC=C(C=C1)/C=C/C(=O)N(CC1OCCC1)C1=CC=CC=C1 (E)-3-(4-ethoxyphenyl)-N-phenyl-N-(tetrahydro-furan-2-ylmethyl)prop-2-enamide